C(C1=CC=CC=C1)OC=1C=CC2=C(C(=C(O2)C)C(=O)NC2CC2)C1 5-(benzyloxy)-N-cyclopropyl-2-methylbenzofuran-3-carboxamide